BrC=1C(=CC2=C(N(C([C@H](CS2(=O)=O)NC(OC(C)(C)C)=O)=O)CC2=CC=C(C=C2)C#N)C1)F |r| tert-butyl N-[rac-(3R)-7-bromo-5-[(4-cyanophenyl)methyl]-8-fluoro-1,1,4-trioxo-2,3-dihydro-1λ6,5-benzothiazepin-3-yl]carbamate